C(C)(C)(C1=CC=C(C=C1)O)C1=CC=C(C=C1)O 4,4'-Isopropylidenediphenol